Tert-butyl (S)-3-(((benzyloxy) carbonyl) amino)-3-methyl-2,3,4,7-tetrahydro-1H-azepine-1-carboxylate C(C1=CC=CC=C1)OC(=O)N[C@@]1(CN(CC=CC1)C(=O)OC(C)(C)C)C